6,6'-(((2,2'-dimethyl-[1,1'-biphenyl]-3,3'-diyl)bis(methylene))bis(oxy))bis(5-cyclopropyl-2-methoxynicotinaldehyde) CC1=C(C=CC=C1COC1=NC(=C(C=O)C=C1C1CC1)OC)C1=C(C(=CC=C1)COC1=NC(=C(C=O)C=C1C1CC1)OC)C